C(C1=CC=CC=C1)(=O)ONC=1C=NC(=CC1)C O-benzoyl-N-(6-methylpyridin-3-yl)hydroxylamine